4-(3-amino-4-fluoro-1H-indazol-5-yl)-3-chloro-N-((1s,3s)-3-hydroxy-3-(trifluoromethyl)cyclobutyl)benzenesulfonamide NC1=NNC2=CC=C(C(=C12)F)C1=C(C=C(C=C1)S(=O)(=O)NC1CC(C1)(C(F)(F)F)O)Cl